3-(3-fluorophenyl)-1,2-oxazol FC=1C=C(C=CC1)C1=NOC=C1